6-chloro-3-(((R)-1-(3,6-dimethyl-2-((R*)-3-(2-methylpyridin-4-yl)pyrrolidin-1-yl)-4-oxo-3,4-dihydroquinazolin-8-yl)ethyl)amino)-N-(methylsulfonyl)picolinamide ClC1=CC=C(C(=N1)C(=O)NS(=O)(=O)C)N[C@H](C)C=1C=C(C=C2C(N(C(=NC12)N1C[C@H](CC1)C1=CC(=NC=C1)C)C)=O)C |o1:29|